C1(=CC=C(C=C1)CNC1=CC(=NC=2N1N=CC2C(C)C)NC[C@@H]2[C@H](CNCC2)O)C2=CC=CC=C2 (3R,4R)-4-(((7-(([1,1'-biphenyl]-4-ylmethyl)amino)-3-isopropylpyrazolo[1,5-a]pyrimidin-5-yl)amino)methyl)piperidin-3-ol